Bis-epoxycyclohexyl Adipat C(CCCCC(=O)[O-])(=O)OC1C23C(CCC1)(O2)O3